NC1=C(C=C(C(=O)OC)C=C1C)Br methyl 4-amino-3-bromo-5-methylbenzoate